CC1(C)CCCC(C)=C1\C=C\C(\C)=C\C=C\C(\C)=C\C=C\C=C(/C)\C=C\C=C(/C)\C=C\C=C(/C)\CCC=C(C)C β,ψ-carotene